NC=1NC(C=2N=C(N(C2N1)[C@@H]1O[C@@H]([C@H]([C@H]1O)O)CO)N)=O 2,8-diamino-9-[(2R,3R,4S,5R)-3,4-dihydroxy-5-(hydroxy-methyl)-tetrahydrofuran-2-yl]-1H-purin-6-one